(S)-7-chloro-3-(pent-3-yl)-5-phenyl-1,3-dihydro-2H-benzo[e][1,4]diazepin-2-one ClC1=CC2=C(NC([C@@H](N=C2C2=CC=CC=C2)C(CC)CC)=O)C=C1